(5-fluoro-2-nitrophenyl)(2,4,6-trimethoxyphenyl)iodonium FC=1C=CC(=C(C1)[I+]C1=C(C=C(C=C1OC)OC)OC)[N+](=O)[O-]